OC(=O)C(F)(F)F.O1CC(CCC1)C1NOCC1 3-tetrahydropyran-3-yl-isoxazolidine TFA salt